NOC[C@H]1N(CC1)C(=O)OC(C)(C)C (S)-tert-Butyl 2-((aminooxy)methyl)azetidine-1-carboxylate